ethyl 4,6-dichloro-5-nitronicotinate ClC1=C(C(=NC=C1C(=O)OCC)Cl)[N+](=O)[O-]